N1(CCCC1)N(C(=O)N)C1=CC(=CC=C1)N(C)C pyrrolidin-1-yl-(3-(dimethylamino)phenyl)urea